O.O=C(C(=O)O)CCC(=O)O α-ketoglutarate monohydrate